1-benzyloxy-5-oxo-pyrrolidine C(C1=CC=CC=C1)ON1CCCC1=O